BrC1=CC=C(C=2C=COC21)OCC(C)=O 1-((7-bromobenzofuran-4-yl)oxy)propan-2-one